3-[6-(cyclopropylamino)-2-fluoropyridin-3-yl]-N-[(3S)-9-fluoro-2-oxo-5-phenyl-2,3-dihydro-1H-1,4-benzodiazepine-3-yl]-1-(2,2,2-trifluoroethyl)-1H-pyrazole-4-carboxamide C1(CC1)NC1=CC=C(C(=N1)F)C1=NN(C=C1C(=O)N[C@@H]1C(NC2=C(C(=N1)C1=CC=CC=C1)C=CC=C2F)=O)CC(F)(F)F